(E)-4-octenedicarboxylic acid C(CC\C=C\CCC)(C(=O)O)C(=O)O